OC[C@@]1(N2CCCC(CCC2)C1=O)COC (1S,5S,9R)-9-(hydroxymethyl)-9-(methoxymethyl)-1-azabicyclo[3.3.2]decan-10-one